C(CCCCCCCCCCC)(=O)[O-].C(CCCCCCCCCCC)(=O)[O-].C(CCC)[Sn+2]CCCC (dibutyl)tin dilaurate